2-(tert-butoxycarbonyl)-2-azabicyclo[3.1.0]hexane-3-carboxylic acid C(C)(C)(C)OC(=O)N1C2CC2CC1C(=O)O